(S)-(3-(3-((tert-butoxycarbonyl)amino)pyrrolidin-1-yl)-4-(4,5-dibromo-1H-pyrrole-2-carboxamido)benzoyl)glycine C(C)(C)(C)OC(=O)N[C@@H]1CN(CC1)C=1C=C(C(=O)NCC(=O)O)C=CC1NC(=O)C=1NC(=C(C1)Br)Br